C(C(C)C)C1=CC=C(C=C1)C(C(C1=CC=CC=C1)C(C#N)C#N)C (2-(4-isobutylphenyl)-1-phenylpropyl)malononitrile